(R)-1-(2,5-difluoropyridin-3-yl)ethyl (4-(5-((1RS,2RS)-2-(6-fluoropyridin-3-yl)cyclopropane-1-carboxamido)pyridin-2-yl)-1-methyl-1H-1,2,3-triazol-5-yl)carbamate FC1=CC=C(C=N1)[C@H]1[C@@H](C1)C(=O)NC=1C=CC(=NC1)C=1N=NN(C1NC(O[C@H](C)C=1C(=NC=C(C1)F)F)=O)C |&1:7,8|